C(CCC)C(=O)C1=CC=C(C=C1)C1=CC=C(C=C1)OCC=C 4-n-butylcarbonyl-4'-allyloxy-biphenyl